COC1(C(N(C2=C1C=C1C(=NNC(C1=C2)=O)C)C)=O)C 3-methoxy-1,3,5-trimethyl-7H-pyrrolo[3,2-g]phthalazine-2,8-dione